(4aR,7aS)-7a-(2-Fluoro-5-((Z)-2-fluoro-2-(5-(prop-2-yn-1-yloxy)pyrazin-2-yl)vinyl)phenyl)-6-(pyrimidin-2-yl)-4,4a,5,6,7,7a-hexahydropyrrolo[3,4-d][1,3]thiazin-2-amin FC1=C(C=C(C=C1)\C=C(\C1=NC=C(N=C1)OCC#C)/F)[C@@]12N=C(SC[C@@H]1CN(C2)C2=NC=CC=N2)N